ClC1=CC(=CC(=N1)N=S(=O)(C)C)C(C(F)(F)F)F ((6-chloro-4-(1,2,2,2-tetrafluoroethyl)pyridin-2-yl)imino)dimethyl-λ6-sulfanone